C(CCCCCCCCCCCCCCCC(=O)N)CCCCCCCCCCCCCCCC(=O)N methylenebis(palmitamide)